[H-].[Na+].C(C1=CC=CC=C1)OC1=CC(=NC=C1)Cl 4-(benzyloxy)-2-chloropyridine sodium hydride